1,3-dibenzylimidazolium chloride [Cl-].C(C1=CC=CC=C1)N1C=[N+](C=C1)CC1=CC=CC=C1